C(C)(C)(C)OC(=O)N1C[C@H](CC1)[C@@H](C(=O)OC(C)(C)C)CC1=C(C(=CC=C1)CN1C(C2=CC=CC=C2C1=O)=O)F (R)-3-((S)-1-(t-butoxy)-3-(3-((1,3-dioxoisoindolin-2-yl)methyl)-2-fluorophenyl)-1-oxopropan-2-yl)pyrrolidine-1-carboxylic acid tert-butyl ester